C(#N)C1(CCC1)N1N=NC(=C1)[C@H](C=1C(=NC(=CC1)F)C)NC=1C=C2C(=C(C=NC2=C(C1)C#N)C#N)NCC(C)(C)C (S)-6-(((1-(1-cyanocyclobutyl)-1H-1,2,3-triazol-4-yl)(6-fluoro-2-methylpyridin-3-yl)methyl)amino)-4-(neopentylamino)quinoline-3,8-dicarbonitrile